methyl (3,5,7-trimethyloct-4-en-1-yl) oxalate C(C(=O)OCCC(C=C(CC(C)C)C)C)(=O)OC